CS(=O)(=O)[C@@H]1C[C@H](CCC1)CN=C=S trans-3-(methylsulfonyl)cyclohexyl-methyl isothiocyanate